1-(3-(2-amino-6-(pyridin-3-yl)quinazolin-8-yl)piperidin-1-yl)prop-2-en-1-one NC1=NC2=C(C=C(C=C2C=N1)C=1C=NC=CC1)C1CN(CCC1)C(C=C)=O